FC1(C2(CN(C2)C(=O)OCC2=CC=CC=C2)CCNC1=O)F Benzyl 5,5-difluoro-6-oxo-2,7-diazaspiro[3.5]nonane-2-carboxylate